N(=[N+]=[N-])CCC1=CC=C(C=C1)NC(OC(C)(C)C)=O tert-butyl (4-(2-azidoethyl)phenyl)carbamate